FC=1C=C(C=C(C1C=1C=C2C(=CN1)NN=C2C=2C=NN(C2)C)C(F)(F)F)CNC 1-(3-fluoro-4-(3-(1-methyl-1H-pyrazol-4-yl)-1H-pyrazolo[3,4-c]pyridin-5-yl)-5-(trifluoromethyl)phenyl)-N-methylmethanamine